SC=1C(=CC(=C(C1)C1=C(C=CC=C1)N(C(O)=O)C1=CC=CC=C1)C)C.ClC=1C=CC(=C(C1)C1NC(C=2C1=C(C1=C(N(N=C1C2)C)C=O)NC(C2=CC(=CC(=C2)F)C(F)(F)F)=O)=O)F N-[5-(5-chloro-2-fluorophenyl)-3-formyl-2-methyl-7-oxo-6,7-dihydro-5H-pyrrolo[4,3-f]indazol-4-yl]-5-fluoro-3-(trifluoromethyl)benzamide 5-mercapto-2,4-dimethylphenyl-diphenylcarbamate